N-(trans-4-((5-cyanopyridin-2-yl)amino)cyclohexyl)-N-(3-methoxy-4-(1-methyl-1H-pyrazol-4-yl)phenyl)propanamide C(#N)C=1C=CC(=NC1)N[C@@H]1CC[C@H](CC1)N(C(CC)=O)C1=CC(=C(C=C1)C=1C=NN(C1)C)OC